FC(S(=O)(=O)O)(F)F.FS(=O)(=O)N1C(N(C=C1)C)C1=CC=CC=C1 1-(fluorosulfonyl)-3-methyl-2-phenyl-1H-imidazole trifluoromethanesulfonate